C[N+](CC=O)(C)C N,N,N-trimethyl-2-oxoethan-1-aminium